ethyl N-formyl-α-methylglycinate C(=O)NC(C(=O)OCC)C